2-mercaptoimidazoline C1CNC(=S)N1